FC1=C(C(=O)N(C2=CC(=CC=C2)N(C)CC=2N=CN(C2)CCOC)CCOC)C=CC=C1 2-fluoro-N-(2-methoxyethyl)-N-[3-[[1-(2-methoxyethyl)imidazol-4-yl]methyl-methyl-amino]phenyl]benzamide